O1N=C(N=C1)C=1C=C(C=NC1)C=O 5-(1,2,4-oxadiazolyl)(3-pyridylmethanone)